2-Tert-butyl-6-[(3-tert-butyl-2-hydroxy-5-methylphenyl)methyl]-4-methylphenyl-prop-2-enoic acid C(C)(C)(C)C1=C(C(=CC(=C1)C)CC1=C(C(=CC(=C1)C)C(C)(C)C)O)C(C(=O)O)=C